4-((4-(1-(tert-Butyl)-1H-pyrazol-4-yl)pyridin-2-yl)((4-(4-methoxy-3-methylphenyl)bicyclo[2.2.2]octan-1-yl)methyl)carbamoyl)cyclohexyl (2-hydroxyethyl)trans-carbamate OCCNC(OC1CCC(CC1)C(N(CC12CCC(CC1)(CC2)C2=CC(=C(C=C2)OC)C)C2=NC=CC(=C2)C=2C=NN(C2)C(C)(C)C)=O)=O